FC1=CC=C(CN2CC(CCC2)C2=CC=NC=3N2N=C(C3CNCC3CCOCC3)C)C=C1 1-(7-(1-(4-fluorobenzyl)piperidin-3-yl)-2-methylpyrazolo[1,5-a]pyrimidin-3-yl)-N-((tetrahydro-2H-pyran-4-yl)methyl)methanamine